(1R,2R)-1-methyl-2-phenylcyclohex-4-ene C[C@H]1[C@@H](CC=CC1)C1=CC=CC=C1